N(C(=O)C)CCC1=CC=[N+](C2=CC=C(C=C12)OC1CC1)[O-] 4-(2-Acetaminoethyl)-6-cyclopropoxyquinoline 1-oxide